4-(4-(7-azaspiro[3.5]nonan-7-ylmethyl)-3-methylbenzylamino)-2-(2,6-dioxopiperidin-3-yl)isoindoline-1,3-dione C1CCC12CCN(CC2)CC2=C(C=C(CNC1=C3C(N(C(C3=CC=C1)=O)C1C(NC(CC1)=O)=O)=O)C=C2)C